5-fluoro-2-(4-methoxyphenyl)quinolin-4-amine FC1=C2C(=CC(=NC2=CC=C1)C1=CC=C(C=C1)OC)N